4-((2-((Bicyclo[3.1.0]hex-3-yloxy)methyl)-3',5'-dimethoxy-4'-methyl-[1,1'-biphenyl]-4-yl)amino)tetrahydro-2H-pyran-4-carboxylic acid C12CC(CC2C1)OCC1=C(C=CC(=C1)NC1(CCOCC1)C(=O)O)C1=CC(=C(C(=C1)OC)C)OC